1-[(2S,6S)-4-[3-amino-6-(2-hydroxyphenyl)pyridazin-4-yl]-2,6-dimethyl-piperazin-1-yl]ethanone NC=1N=NC(=CC1N1C[C@@H](N([C@H](C1)C)C(C)=O)C)C1=C(C=CC=C1)O